(4-(1H-imidazol-1-yl)butoxy)quinazoline N1(C=NC=C1)CCCCOC1=NC2=CC=CC=C2C=N1